C(C=1C(O)=CC=CC1)(=O)NNC(=O)CCCCCCCCCCC(=O)NNC(C=1C(O)=CC=CC1)=O 1,10-decanedicarboxylic acid bis(N'-salicyloyl hydrazide)